2-(2-fluorophenyl)-4-oxo-4-phenylbutyronitrile FC1=C(C=CC=C1)C(C#N)CC(C1=CC=CC=C1)=O